FC(C(=O)O)(F)F.FC(C(=O)O)(F)F.N1=CN=CC2=C1C=CN=C2 pyrido[4,3-d]pyrimidine bis(2,2,2-trifluoroacetate)